(2S)-1-[2-[(3S)-3-[methyl-(6-methyl-3-quinolinyl)amino]pyrrolidin-1-yl]acetyl]pyrrolidine-2-carbonitrile CN([C@@H]1CN(CC1)CC(=O)N1[C@@H](CCC1)C#N)C=1C=NC2=CC=C(C=C2C1)C